OC1=C(C(=CC(=C1CNC(OCC)=O)CCCCC)O)C1CCCC(=C1)C ethyl ((2,6-dihydroxy-5'-methyl-4-pentyl-1',2',3',4'-tetrahydro-[1,1'-biphenyl]-3-yl)methyl)carbamate